C(C)(C)(C)OC(=O)N1CC2(COC=N2)CCC1 3-oxa-1,7-diazaspiro[4.5]dec-1-ene-7-carboxylic acid tert-butyl ester